ClC=1C=C2C=NC(=NC2=CC1C1CCN(CC1)C1(COC1)C)NC=1C=NN(C1Cl)C1(CC1)C 6-chloro-N-[5-chloro-1-(1-methylcyclopropyl)-1H-pyrazol-4-yl]-7-[1-(3-methyloxetan-3-yl)piperidin-4-yl]quinazolin-2-amine